COC(=O)[C@@H]1CC[C@H]2OC3(C(N21)=O)CCN(CC3)C(C3=CC=CC=C3)=O.O=C3N(CCC3)[C@H](C(=O)N)CC |&1:32| (S) and (R)-2-(2-oxopyrrolidin-1-yl)butanamide methyl-(5'S,7a'R)-1-benzoyl-3'-oxotetrahydro-3'H-spiro[piperidine-4,2'-pyrrolo[2,1-b]oxazole]-5'-carboxylate